ClC=1C=C(NC2(CCC3(C(CC4=CC=CC=C34)CCCOC3=C4C(=NC=C3)C(CC4)F)CC2)C(=O)O)C=CC1 (1r,4r)-4-(3-chloroanilino)-2'-{3-[(7-fluoro-6,7-dihydro-5H-cyclopenta[b]pyridin-4-yl)oxy]propyl}-2',3'-dihydrospiro[cyclohexane-1,1'-indene]-4-carboxylic acid